(R)-(+)-N,N-dimethyl-1-phenylethylamine C[C@H](C1=CC=CC=C1)N(C)C